ClC1=NC=CC(=N1)N(C1CCC(CC1)O)C 4-((2-chloropyrimidin-4-yl)(methyl)amino)cyclohexan-1-ol